N1(CCC1)C1=NC=C(C=N1)CN1N=CC(=C1)NC(=O)C1=NC(=CN=C1C(=O)N)C1=C(C(=CC=C1C(F)F)Cl)F N2-(1-((2-(Azetidin-1-yl)pyrimidin-5-yl)methyl)-1H-pyrazol-4-yl)-6-(3-chloro-6-(difluoromethyl)-2-fluorophenyl)pyrazine-2,3-dicarboxamide